ClC1=CC=C(C=C1)CCC1=NN=C(S1)N 5-(4-chlorophenyl-ethyl)-1,3,4-thiadiazol-2-amine